7-[(oxetan-3-yl)methyl]-1H,4H,5H,6H,7H,8H-pyrrolo[2,3-c]azepin-8-one O1CC(C1)CN1C(C2=C(CCC1)C=CN2)=O